N-(2-(2-(2-((1r,3r,5r,7r)-adamantan-2-yl)ethoxy)-ethoxy)ethyl)-5-(4-chloro-phenyl)-1-(2,4-dichloro-phenyl)-4-methyl-1H-pyrazole-3-carboxamide C12C(C3CC(CC(C1)C3)C2)CCOCCOCCNC(=O)C2=NN(C(=C2C)C2=CC=C(C=C2)Cl)C2=C(C=C(C=C2)Cl)Cl